2-(chloromethyl)-5-(4-bromophenyl)-1,3,4-oxadiazole ClCC=1OC(=NN1)C1=CC=C(C=C1)Br